5-(1-Fluorocyclopropyl)-2-(piperazin-1-yl)pyrimidine FC1(CC1)C=1C=NC(=NC1)N1CCNCC1